(±)-1-tert-butyl 6-chloromethyl hexanedioate C(CCCCC(=O)OCCl)(=O)OC(C)(C)C